C(CCCCCCCCCCCCCCCCCCCCC)(=O)[O-].[Na+] sodium docosanate